Cl.FC=1C=C(C=CC1)[C@@H](O)[C@@H]1N[C@@](CC1)(C)CC1=CC=C(C=C1)OC (R)-(3-Fluorophenyl)((2R,5R)-5-(4-methoxybenzyl)-5-methylpyrrolidin-2-yl)methanol hydrochloride